dodecane-2,6-diol CC(CCCC(CCCCCC)O)O